N-(2-ethyl)hexylamine CCNCCCCCC